1-acetyl-2-hydroxy-2-(m-tolyl)indol-3-one C(C)(=O)N1C(C(C2=CC=CC=C12)=O)(C=1C=C(C=CC1)C)O